C(C)(=O)N1CCC(CC1)C1=NN(C=2C=CC=C(C12)C1=C(C=C2C=NN(C2=C1)C)F)CCNCC(=O)NCC(=O)O (2-(3-(1-acetylpiperidin-4-yl)-5'-fluoro-1'-methyl-1H,1'H-[4,6'-biindazol]-1-yl)ethyl)glycylglycine